ClC1=NN(C(=C1)C)C1=NC(=CC=C1C(C)O)N1C=NC2=C1C=C(C(=C2)NC=2N=NC(=CC2)C)F 1-[2-(3-chloro-5-methyl-pyrazol-1-yl)-6-[6-fluoro-5-[(6-methylpyridazin-3-yl)amino]benzimidazol-1-yl]-3-pyridinyl]ethanol